4-(3-((8-fluoro-2-(4-(trifluoromethyl)phenyl)-2,3-dihydrobenzo[b][1,4]dioxin-6-yl)methyl)-3H-imidazo[4,5-b]pyridin-6-yl)-2-methylbut-3-yn-2-amine FC1=CC(=CC2=C1OC(CO2)C2=CC=C(C=C2)C(F)(F)F)CN2C=NC=1C2=NC=C(C1)C#CC(C)(N)C